CC=1C(N2[C@H]([C@H](CCC2=CC1)NS(=O)(=O)C)COC1CCC(CC1)C1=NC=CC=C1)=O |r| rac-N-[(3S,4R)-7-methyl-6-oxo-4-({[(1s,4S)-4-(pyridin-2-yl)cyclohexyl]oxy}methyl)-1,3,4,6-tetrahydro-2H-quinolizin-3-yl]methanesulfonamide